2-chloro-N,N-dimethyl-4-(2-oxo-1-(1-(3,3,3-trifluoro-2-hydroxy-2-phenylpropanoyl)piperidin-4-yl)-1,2-dihydropyridin-4-yl)benzamide ClC1=C(C(=O)N(C)C)C=CC(=C1)C1=CC(N(C=C1)C1CCN(CC1)C(C(C(F)(F)F)(C1=CC=CC=C1)O)=O)=O